NC1=CC=C(OP2(=NP(=NP(=N2)(OC2=CC=C(C=C2)N)OC2=CC=C(C=C2)N)(OC2=CC=C(C=C2)N)OC2=CC=C(C=C2)N)OC2=CC=C(C=C2)N)C=C1 hexa(p-aminophenoxy)cyclotriphosphazene